3-bromo-1-(3-chloro-2-pyridinyl)-N-[4-cyano-2-methyl-6-[(methyl-amino)carbonyl]phenyl]-1H-pyrazole-5-carboxamide BrC1=NN(C(=C1)C(=O)NC1=C(C=C(C=C1C(=O)NC)C#N)C)C1=NC=CC=C1Cl